2-iodo-N-(1-methyl-4-piperidyl)-1-(2,2,2-trifluoroethyl)indol-4-amine IC=1N(C=2C=CC=C(C2C1)NC1CCN(CC1)C)CC(F)(F)F